[Si](C)(C)(C(C)(C)C)O[C@H]([C@H](C)NC(OCC1=CC=CC=C1)=O)CCO Benzyl ((2S,3S)-3-((tert-butyldimethylsilyl)oxy)-5-hydroxypentan-2-yl)carbamate